4-chloro-2-(tributylstannyl)pyrimidine ClC1=NC(=NC=C1)[Sn](CCCC)(CCCC)CCCC